S1C(=CC=C1[Sn](C)(C)C)C=1SC(=CC1)[Sn](C)(C)C 1,1'-[2,2'-Bithiophene]-5,5'-diylbis[1,1,1-trimethylstannane]